1-(2-(3-(2-chlorophenyl)propanoyl)-2-azaspiro[3.3]heptan-6-yl)-3-(4-methoxybenzyl)urea ClC1=C(C=CC=C1)CCC(=O)N1CC2(C1)CC(C2)NC(=O)NCC2=CC=C(C=C2)OC